C1(CCCCC1)C1=NN(C(=C1CC1=CC=C(C=C1)S(N)(=O)=O)C1=CC=CC=C1)C=1SC=C(N1)C(=O)O 2-(3-cyclohexyl-5-phenyl-4-(4-sulfamoylbenzyl)-1H-pyrazol-1-yl)thiazole-4-carboxylic acid